BrC1=C(C(=C(C(=C1)Br)Br)Br)Br 1,2,3,4,5-pentabromobenzene